BrC1=C2C(=C3C(NC(=NC3=C1)Cl)=O)OCC2 4-bromo-7-chloro-3,8-dihydrofuro[2,3-f]quinazolin-9(2H)-one